CC(=O)OC[C@@H]1[C@H]([C@H]([C@@H](O1)N2C=CC(=O)NC2=O)OC(=O)C)OC(=O)C triacetyluridine